2-(trifluoromethyl)benzoyl fluoride FC(C1=C(C(=O)F)C=CC=C1)(F)F